3-((S)-2-((((9H-fluoren-9-yl)methoxy)carbonyl)amino)-6-((1S,4S)-5-(tert-butoxycarbonyl)-2,5-diazabicyclo[2.2.1]heptan-2-yl)-6-oxohexanamido)propanoic acid C1=CC=CC=2C3=CC=CC=C3C(C12)COC(=O)N[C@H](C(=O)NCCC(=O)O)CCCC(=O)N1[C@@H]2CN([C@H](C1)C2)C(=O)OC(C)(C)C